COC=1C=C(C(=O)O)C(=C(C1OC)OC)[N+](=O)[O-] 3,4,5-trimethoxy-6-nitrobenzoic acid